((6-vinyl-2-ethyl-3,4-dihydroquinolin-1(2H)-yl)sulfonyl)-2-((tetrahydro-2H-pyran-4-yl)methoxy)benzyl alcohol C(=C)C=1C=C2CCC(N(C2=CC1)S(=O)(=O)C(C1=C(C=CC=C1)OCC1CCOCC1)O)CC